COC[C@H]1[C@H](CCCC1)NCC=1C=C2CN(C(C2=CC1)=O)C1C(NC(CC1)=O)=O 3-(5-((((1S,2R)-2-(methoxymethyl)cyclohexyl)amino)methyl)-1-oxoisoindolin-2-yl)piperidine-2,6-dione